(S)-1-(3-((4-((4-(2-(azetidin-1-yl)-2-oxoethoxy)-3-chloro-2-fluorophenyl)amino)pyrido[3,2-d]pyrimidin-6-yl)oxy)pyrrolidin-1-yl)prop-2-en-1-one N1(CCC1)C(COC1=C(C(=C(C=C1)NC=1C2=C(N=CN1)C=CC(=N2)O[C@@H]2CN(CC2)C(C=C)=O)F)Cl)=O